tert-butyl (trans-4-((3-(1-isopropyl-1H-pyrazol-4-yl)phenyl)((trans-4-(4-methoxy-3-methylphenyl)cyclohexyl)methyl)carbamoyl)cyclohexyl)carbamate C(C)(C)N1N=CC(=C1)C=1C=C(C=CC1)N(C(=O)[C@@H]1CC[C@H](CC1)NC(OC(C)(C)C)=O)C[C@@H]1CC[C@H](CC1)C1=CC(=C(C=C1)OC)C